COCC1=C2C(NC(C2=CC=C1)=O)(C)C 4-(methoxymethyl)-3,3-dimethylisoindol-1-one